C1(=CC=CC=C1)S(=O)(=O)/C=C/C1=CC2=CC=CC=C2C=C1 (E)-2-(2-(phenylsulfonyl)vinyl)naphthalene